N-(2'-chloro-6'-((4-methoxybenzyl)oxy)-5-methyl-[4,4'-bipyridin]-2-yl)cyclopropanecarboxamide ClC1=NC(=CC(=C1)C1=CC(=NC=C1C)NC(=O)C1CC1)OCC1=CC=C(C=C1)OC